1-(4-(6-(benzyloxy)-2-vinyl-3,4-dihydronaphthalen-1-yl)phenyl)-4-(dimethoxymethyl)piperidine C(C1=CC=CC=C1)OC=1C=C2CCC(=C(C2=CC1)C1=CC=C(C=C1)N1CCC(CC1)C(OC)OC)C=C